ClC=1C=C(C=CC1)NC=1N=C(N=NC1C(=O)N)NC1=C(C=C2CCN(CC2=C1)C)OC ((3-chlorophenyl)amino)-3-((6-methoxy-2-methyl-1,2,3,4-tetrahydroisoquinolin-7-yl)amino)-1,2,4-triazine-6-carboxamide